thiomorpholine-2,4-dicarboxylate N1(CC(SCC1)C(=O)[O-])C(=O)[O-]